6-hydroxynaphthalen OC=1C=C2C=CC=CC2=CC1